O1C(CCCC1)N1N=CC2=CC=C(C=C12)OC1CCCC=2C=C(C=NC12)C#N 8-((1-(Tetrahydro-2H-pyran-2-yl)-1H-indazol-6-yl)oxy)-5,6,7,8-tetrahydroquinoline-3-carbonitrile